BrC=1C(=C(N(C1)COCC[Si](C)(C)C)C(=O)N(C)OC)OC 4-bromo-N,3-dimethoxy-N-methyl-1-(2-trimethylsilylethoxymethyl)pyrrole-2-carboxamide